tert-butyl (1-(6-chloro-7-(2-fluorophenyl)quinazolin-4-yl)azetidin-3-yl)carbamate ClC=1C=C2C(=NC=NC2=CC1C1=C(C=CC=C1)F)N1CC(C1)NC(OC(C)(C)C)=O